FC=1C(=C(C=NC1CO)C#N)NC1=CC=C(C=C1)OC1=CC=CC=C1 5-fluoro-6-(hydroxymethyl)-4-(4-phenoxyanilino)pyridine-3-carbonitrile